O1C(COCC1)CN1N=CC(=C1)C#CC=1C(=CC(=NC1)NC1=NC(=NC=C1)C=1C=NN(C1)S(=O)(=O)C1CC1)N1CCC(CC1)(C)CO (1-(5-((1-((1,4-Dioxan-2-yl)methyl)-1H-pyrazol-4-yl)ethynyl)-2-((2-(1-(cyclopropylsulfonyl)-1H-pyrazol-4-yl)pyrimidin-4-yl)amino)pyridin-4-yl)-4-methylpiperidin-4-yl)methanol